BrC=1C=C(C=CC1)C1=NC=C2SC=CN21 5-(3-bromophenyl)imidazo[5,1-b]thiazole